5-[(3R)-3-(cyclopropylamino)pyrrolidin-1-yl]-N-(6-methoxy-2-methyl-indazol-5-yl)pyrazine-2-carboxamide 6-fluoro-3-hydroxy-5-pentyl-2-(3-methyl-6-isopropenylcyclohex-2-enyl)phenolate FC1=C(C=C(C(=C1[O-])C1C=C(CCC1C(=C)C)C)O)CCCCC.C1(CC1)N[C@H]1CN(CC1)C=1N=CC(=NC1)C(=O)NC1=CC2=CN(N=C2C=C1OC)C